C(CC#C)OCC(=O)OC methyl 2-but-3-ynoxyacetate